(4-(4-amino-5-(3-fluoro-4-((1-oxotetrahydro-2H-1λ6-thiopyran-1-ylidene)amino)phenyl)-7-methyl-7H-pyrrolo[2,3-d]pyrimidin-6-yl)phenyl)but-2-ynamide NC=1C2=C(N=CN1)N(C(=C2C2=CC(=C(C=C2)N=S2(CCCCC2)=O)F)C2=CC=C(C=C2)CC#CC(=O)N)C